10-chlorobenzo[4,5]thieno[2,3-g]naphtho[2,1-b]benzofuran ClC=1C=CC2=C(C3=C(C=CC=4C5=C(OC43)C=CC4=CC=CC=C45)S2)C1